1,3-di(dimethylamino)-2-propanol CN(CC(CN(C)C)O)C